2-methyl-5-(3-(trifluoromethoxy)phenyl)-N-(3-(piperidin-1-ylmethyl)-1,2,4-thiadiazol-5-yl)thiophene-3-carboxamide CC=1SC(=CC1C(=O)NC1=NC(=NS1)CN1CCCCC1)C1=CC(=CC=C1)OC(F)(F)F